CC1=C(N(C2=CC=CC=C12)CC(=C)C)C1=CC=C(C=C1)C 3-methyl-1-(2-methylallyl)-2-(p-tolyl)-1H-indole